C(C)[C@]1(C(OCC=2C(N3CC=4C(=NC=5C=C(C(=C6C5C4[C@H](CC6)NC([C@H](CCO)O)=O)C)F)C3=CC21)=O)=O)O (S)-N-((1S,9S)-9-ethyl-5-fluoro-9-hydroxy-4-methyl-10,13-dioxo-2,3,9,10,13,15-hexahydro-1H,12H-benzo[de]pyrano[3',4':6,7]indolizino[1,2-b]quinolin-1-yl)-2,4-dihydroxybutanamide